naphthyl-ethanone C1(=CC=CC2=CC=CC=C12)C(C)=O